(1R,2S)-3,3-difluoro-2-[[(1R)-1-phenylethyl]amino]cyclohexanol FC1([C@H]([C@@H](CCC1)O)N[C@H](C)C1=CC=CC=C1)F